7-((2S,5R)-4-(bis(4-fluorophenyl)methyl)-2,5-dimethylpiperazin-1-yl)-2,4-dimethyl-3-(((S)-tetrahydrofuran-2-yl)methyl)-3,4-dihydro-5H-imidazo[4,5-b]pyridin-5-one FC1=CC=C(C=C1)C(N1C[C@@H](N(C[C@H]1C)C=1C2=C(N(C(C1)=O)C)N(C(=N2)C)C[C@H]2OCCC2)C)C2=CC=C(C=C2)F